N-(3-Trifluoromethyl-phenyl)-N'-[4-(N'',N''-dimethylcarbamoyl)-2-(1H-tetrazol-5-yl)-phenyl]urea FC(C=1C=C(C=CC1)NC(=O)NC1=C(C=C(C=C1)C(N(C)C)=O)C1=NN=NN1)(F)F